tert-butyl 6-((2S,3R)-3-methoxy-2-methylazetidin-1-yl)quinoline-4-carboxylate CO[C@H]1[C@@H](N(C1)C=1C=C2C(=CC=NC2=CC1)C(=O)OC(C)(C)C)C